C(N)(=O)C1=CC=C(S1)C=1C2=C(N(N=C2C=C(C1)F)CC1CCC(CC1)(F)F)C(=O)N (5-carbamoylthiophen-2-yl)-2-[(4,4-difluorocyclohexyl)methyl]-6-fluoroindazole-3-carboxamide